C1CC12CCN(CC2)C2=C(C=CC=C2)NS(=O)(=O)C=2SC(=CC2)S(=O)(=O)N(C)C N2-[2-(6-Azaspiro[2.5]octan-6-yl)phenyl]-N5,N5-dimethylthiophene-2,5-disulfonamide